N-[[1-[6-(5-cyclopropyl-4H-1,2,4-triazol-3-yl)-2-azaspiro[3.3]heptane-2-carbonyl]azetidin-3-yl]methyl]-3-(trifluoromethyl)benzenesulfonamide C1(CC1)C=1NC(=NN1)C1CC2(CN(C2)C(=O)N2CC(C2)CNS(=O)(=O)C2=CC(=CC=C2)C(F)(F)F)C1